NC1=C(C=CC=C1)CNC1=NC(=NC(=C1)C=1SC=CC1)N N4-[(2-aminophenyl)methyl]-6-(2-thienyl)pyrimidine-2,4-diamine